(S)-2-bromo-6-(3-methoxy-tetrahydrofuran-3-yl)-4-methylpyridine BrC1=NC(=CC(=C1)C)[C@@]1(COCC1)OC